BrC=1C=C2C=CN(C2=C(C1)OCCC1CCCCC1)C 5-bromo-7-(2-cyclohexylethoxy)-1-methyl-1H-indole